7-(6-hydroxy-1-((triisopropylsilyl)ethynyl)isoquinolin-8-yl)quinazolin-4-ol OC=1C=C2C=CN=C(C2=C(C1)C1=CC=C2C(=NC=NC2=C1)O)C#C[Si](C(C)C)(C(C)C)C(C)C